1-((2R,3R,4R,5R)-4-(allyloxy)-5-((bis(4-methoxyphenyl)(phenyl)methoxy)methyl)-3-fluorotetra-hydrofuran-2-yl)-3-((benzyloxy)methyl)pyrimidine-2,4(1H,3H)-dione C(C=C)O[C@H]1[C@H]([C@@H](O[C@@H]1COC(C1=CC=CC=C1)(C1=CC=C(C=C1)OC)C1=CC=C(C=C1)OC)N1C(N(C(C=C1)=O)COCC1=CC=CC=C1)=O)F